C(CCC)N(CCO)CCCC.P(=O)(OCCCCCCCCCCC)(O)O 10-methyl-1-decyl phosphate dibutylethanolamine salt